O=C1NC(CCC1N1C(C2=CC=C(C=C2C1)C1CCN(CC1)CC1=CC=C(C(=O)OC(C)(C)C)C=C1)=O)=O tert-butyl 4-((4-(2-(2,6-dioxopiperidin-3-yl)-1-oxoisoindolin-5-yl)piperidin-1-yl)methyl)benzoate